zirconium [12-hydroxystearic acid] OC(CCCCCCCCCCC(=O)O)CCCCCC.[Zr]